Cl.NC1=C(C=CC(=C1)Br)C(C(F)(F)F)(O)O 1-(2-amino-4-bromophenyl)-2,2,2-trifluoroethane-1,1-diol-HCl